CC(C)(C=1C=CC(=C(N)C1)F)C=1C=CC(=C(N)C1)F 5,5'-(propane-2,2-diyl)bis(2-fluoroaniline)